C1(=CC=CC=C1)NCCC[Si](OCC)(OCC)C N-phenyl-γ-aminopropyl-methyl-diethoxysilane